tert-butyl N-[(3S)-1-(5-cyano-7-fluoro-1,2,3,4-tetrahydrocyclopenta[b]indol-8-yl)-3-piperidyl]-N-methylcarbamate C(#N)C1=CC(=C(C=2C3=C(NC12)CCC3)N3C[C@H](CCC3)N(C(OC(C)(C)C)=O)C)F